4-chloro-2-(1-((3-(4'-phenoxy-[1,1'-Biphenyl]-4-yl)prop-2-yn-1-yl)amino)ethyl)phenol ClC1=CC(=C(C=C1)O)C(C)NCC#CC1=CC=C(C=C1)C1=CC=C(C=C1)OC1=CC=CC=C1